CN(S(=O)(=O)C=1C=NN(C1)C1=NC=CC(=C1)C(F)(F)F)C=1C=CC=C2C=NN(C12)C N-METHYL-N-(1-METHYL-1H-INDAZOL-7-YL)-1-(4-(TRIFLUOROMETHYL)PYRIDIN-2-YL)-1H-PYRAZOLE-4-SULFONAMIDE